iron (II) trihydrate carbonate C([O-])([O-])=O.O.O.O.[Fe+2]